α,α,α-trichloroacetophenone ClC(C(=O)C1=CC=CC=C1)(Cl)Cl